C(=O)(C=C)N1C[C@H](CC1)C1=CC(=C2N1C(NN=C2N)=O)C#CC2=CC(=CC(=C2)OC)OC (S)-6-(1-Acrylpyrrolidin-3-yl)-1-amino-8-((3,5-dimethoxyphenyl)ethynyl)pyrrolo[1,2-d][1,2,4]triazin-4(3H)-one